ethyloxymagnesium iodide C(C)O[Mg]I